4-((2-(azetidin-1-ylmethyl)benzyl)amino)-5-chloro-2-fluoro-N-(isoxazol-3-yl)benzenesulfonamide N1(CCC1)CC1=C(CNC2=CC(=C(C=C2Cl)S(=O)(=O)NC2=NOC=C2)F)C=CC=C1